C(C)OC=1C=C(C=CC1OC1=CC=CC=C1)NC(=O)NC1=CC=CC=C1 1-(3-ethoxy-4-phenoxyphenyl)-3-phenylurea